N-(2,3-difluorophenyl)-1-methyl-2-oxopiperidine-3-carboxamide FC1=C(C=CC=C1F)NC(=O)C1C(N(CCC1)C)=O